O=[13CH][C@H](O)[C@@H](O)[C@H](O)[C@H](O)[13CH2]O [1,6-13C2]glucose